C1(=CC=CC2=CC=CC=C12)OC1C(C)O1 (1-naphthoxy)-1,2-epoxypropane